1-(3-(methylthio)benzoyl)-2,3-dihydro-1H-pyrrole-2-carboxamide CSC=1C=C(C(=O)N2C(CC=C2)C(=O)N)C=CC1